C(#N)C1=CC=C(C=C1)NC(=O)N1C(CC(C1)OC)C(=O)N N1-(4-cyanophenyl)-4-methoxypyrrolidine-1,2-dicarboxamide